C(C=C)(=O)N1CCN(CC1)C(=O)C1=CC=C(C=C1)[C@H](C)NC=1N=CC2=C(N1)N(C(C=C2)=O)CC(C)(C)C 2-{[(1S)-1-{4-[(4-Acryloylpiperazin-1-yl)carbonyl]phenyl}ethyl]amino}-8-(2,2-dimethylpropyl)pyrido[2,3-d]pyrimidin-7(8H)-on